ClC1=C2C(=CN=C1Cl)C=1[C@H](N(CCC1N2)C(=O)C2=NC=C(C=N2)OC)C (R)-(6,7-dichloro-1-methyl-1,3,4,5-tetrahydro-2H-pyrrolo[3,2-c:4,5-c']dipyridin-2-yl)(5-methoxypyrimidin-2-yl)methanone